COC1=CC(=C(N)C=C1[N+](=O)[O-])N1CCOCC1 4-Methoxy-2-morpholin-4-yl-5-nitroaniline